4-(1-methylindazol-4-yl)sulfanyl-6-[5-methyl-1-(1-methyl-4-piperidyl)pyrazol-4-yl]pyrazolo[1,5-a]pyridine-3-carbonitrile CN1N=CC2=C(C=CC=C12)SC=1C=2N(C=C(C1)C=1C=NN(C1C)C1CCN(CC1)C)N=CC2C#N